4-(4-fluoro-N-((3,5-bis(trifluoromethyl)phenyl)carbamoyl)phenylsulfondiimidoyl)morpholine FC1=CC=C(C=C1)S(=NC(NC1=CC(=CC(=C1)C(F)(F)F)C(F)(F)F)=O)(=N)N1CCOCC1